OCC(C=O)(C)C hydroxytrimethyl-acetaldehyde